ClC1=CC=C2C(=CNC2=C1)S(=O)(=O)NC1=NC=C(C(=N1)OC)C#CC 6-chloro-N-(4-methoxy-5-prop-1-ynyl-pyrimidin-2-yl)-1H-indole-3-sulfonamide